C(C)(C)(C)OC(=O)NC1=CC=C(CNC(=O)C2=CC3=C(OCCC4=C3SC=C4)C=C2C=2C(=NC(=CC2)C(NCCC)=O)C(=O)OC)C=C1 methyl 3-(9-((4-((tert-butoxycarbonyl)amino)benzyl)carbamoyl)-4,5-dihydrobenzo[b]thieno[2,3-d]oxepin-8-yl)-6-(propylcarbamoyl)picolinate